ClC=1C(=C(C=2N(N1)C(C=CN2)=O)COC)C 7-chloro-9-(methoxymethyl)-8-methyl-pyrimido[1,2-b]Pyridazin-4-one